2-Methyl-6-(3-(piperidine-1-carbonyl)pyrazolo[1,5-a]Pyridin-7-yl)-3,4-dihydroisoquinoline-1(2H)-one CN1C(C2=CC=C(C=C2CC1)C1=CC=CC=2N1N=CC2C(=O)N2CCCCC2)=O